CN1N=NC2=C1C=CC(=C2C)C(C(C(=O)O)(C)C)C2=CC(=C(C=C2)C)CN2C[C@H](OC1=CC=3C=CC=NC3C=C1C2)C 3-(1,4-dimethyl-1H-benzo[d][1,2,3]triazol-5-yl)-2,2-dimethyl-3-(4-methyl-3-(((R)-2-methyl-2,3-dihydro-[1,4]oxazepino[7,6-g]quinolin-4(5H)-yl)methyl)phenyl)propanoic Acid